C(C(C)(C)C)(=O)[C@]([C@@H]1C(=C(C(=O)O1)O)O)(O)C(O)C(C(C)(C)C)=O 5,6-dipivaloyl-ascorbic acid